C(C)(=O)C=1N(C=CC(C1)C1=C(C=C(C=C1)[N+](=O)[O-])[N+](=O)[O-])C(C)=O diacetyl-4-(2,4-dinitrophenyl)-1,4-dihydropyridine